C(CC)N(CC(=O)O)CCC di-n-propyl-glycine